C(C=C)OC1=C(C=O)C=C(C(=C1)C=O)OCC=C 2,5-bis(allyloxy)terephthalaldehyde